benzyl (2S)-4-[7-(1-chloro-5-methyl-4-isoquinolyl)-2-[((2S)-1-methylpyrrolidin-2-yl)methoxy]-6,8-dihydro-5H-pyrido[3,4-d]pyrimidin-4-yl]-2-(cyanomethyl)piperazine-1-carboxylate ClC1=NC=C(C2=C(C=CC=C12)C)N1CC=2N=C(N=C(C2CC1)N1C[C@@H](N(CC1)C(=O)OCC1=CC=CC=C1)CC#N)OC[C@H]1N(CCC1)C